NC1=CC=C(C=C1)NC1=CC=C(C=2C(C3=CC=CC=C3C(C12)=O)=O)NC1=CC=C(C=C1)N 1,4-di(4-amino-phenyl-amino)anthraquinone